FC1=C(C(=CC=C1)OC)N1N=C2C(=CC1=O)NN=C2C2=CC=C(C=C2)N2CCN(CC2)C 5-(2-fluoro-6-methoxyphenyl)-3-(4-(4-methylpiperazin-1-yl)phenyl)-1H-pyrazolo[4,3-c]pyridazin-6(5H)-one